tert-butyl(1-cyano-3,3-difluorocyclobutyl) carbamate C(N)(OC1(C(C(C1)(F)F)C(C)(C)C)C#N)=O